phenyl-2,2-dimethylpropanoate C1(=CC=CC=C1)OC(C(C)(C)C)=O